ClC=1C=C(C=CC1)CCN1C[C@H]([C@@H](C1)C)COC1=CC=C(C=C1)N(S(=O)(=O)C)C |o1:11,12| N-(4-(((3S,4S) or (3R,4R)-1-(3-chlorophenyl-ethyl)-4-methylpyrrolidin-3-yl)methoxy)phenyl)-N-methylmethanesulfonamide